2-(((1r,4r)-4-hydroxycyclohexyl)amino)-4-(3,6,6-trimethyl-4-oxo-4,5,6,7-tetrahydro-1H-indazol-1-yl)benzamide OC1CCC(CC1)NC1=C(C(=O)N)C=CC(=C1)N1N=C(C=2C(CC(CC12)(C)C)=O)C